3-amino-N-{2-[4-amino-3-(fluoromethyl)-3-methylpyrrolidin-1-yl]-5,6,7,8-tetrahydroquinolin-6-yl}-5-fluoro-6-methylthieno[2,3-b]pyridine-2-carboxamide NC1=C(SC2=NC(=C(C=C21)F)C)C(=O)NC2CC=1C=CC(=NC1CC2)N2CC(C(C2)N)(C)CF